4-{6-[6-bromo-8-cyclopentyl-5-methyl-7-oxo-7,8-dihydro-pyrido[2,3-d]pyrimidin-2-ylamino]-pyridin-3-yl}-piperazine-1-carboxylic acid butyl ester C(CCC)OC(=O)N1CCN(CC1)C=1C=NC(=CC1)NC=1N=CC2=C(N1)N(C(C(=C2C)Br)=O)C2CCCC2